ClC=1C(=C(C=CC1)S(=O)(=O)NC=1C=C2C(N(C(C2=CC1)=O)C1C(NC(CC1)=O)=O)=O)C 3-chloro-N-(2-(2,6-dioxopiperidin-3-yl)-1,3-dioxoisoindolin-5-yl)-2-methylbenzene-sulfonamide